2-acetoxy-3-(2-acetoxy-5-ethyl-3-methylphenylethyl)-5-ethylbenzoic acid methyl ester COC(C1=C(C(=CC(=C1)CC)CCC1=C(C(=CC(=C1)CC)C)OC(C)=O)OC(C)=O)=O